(+/-)-trans-3-((2-(2-methyl-1H-pyrrolo[2,3-b]pyridin-3-yl)-6-phenylpyrimidin-4-yl)amino)bicyclo[2.2.2]octane-2-carboxylic acid CC1=C(C=2C(=NC=CC2)N1)C1=NC(=CC(=N1)NC1C(C2CCC1CC2)C(=O)O)C2=CC=CC=C2